C(C)C1=CC(=CC(=C1O)C(C)(C)C)C 6-ethyl-tertiary butyl-4-methyl-phenol